N-methyl-perfluorobutanesulfonamidopropyltrimethoxysilane CN(S(=O)(=O)C(C(C(C(F)(F)F)(F)F)(F)F)(F)F)C(C(C([Si](OC(F)(F)F)(OC(F)(F)F)OC(F)(F)F)(F)F)(F)F)(F)F